N-{5-[(5R)-7-chloro-4,4-difluoro-5-hydroxy-5-(hydroxymethyl)-2,3,4,5-tetrahydro-1H-1-benzazepin-1-carbonyl]pyridin-2-yl}-2-phenylpyridine-3-carboxamide ClC=1C=CC2=C([C@](C(CCN2C(=O)C=2C=CC(=NC2)NC(=O)C=2C(=NC=CC2)C2=CC=CC=C2)(F)F)(CO)O)C1